OCC=1C=C(C=CC1)C1=NC=CC(=N1)C=1C(=C(C=CC1)C(C(=O)O)C)OC {2-[3-(hydroxymethyl)phenyl]pyrimidin-4-yl(methoxy)phenyl}propanoic acid